CN(C1=C2C=CC(=NC2=CC=C1)C#N)C 5-(dimethylamino)quinoline-2-carbonitrile